NC=1OC2=C(N1)C=C(C=C2)C=2N=C(N1C2C(=NC=C1)N)C1CC1 1-(2-aminobenzo[d]oxazol-5-yl)-3-cyclopropylimidazo[1,5-a]pyrazin-8-amine